CC1N(C(CCC1)C)CC(=O)O (2,6-dimethyl-1-piperidinyl)acetic acid